COC(/C(=C/OC)/OC1=C(C=CC(=C1)N1N=C(C(=C1)Br)C)C)=O.BrC1=C(C=CC(=N1)NN1C(C(=C(C1=O)C)C)=O)C(F)(F)F 1-{[6-bromo-5-(trifluoromethyl)(2-pyridyl)]amino}-3,4-dimethylazoline-2,5-dione methyl-(Z)-2-[5-(4-bromo-3-methyl-pyrazol-1-yl)-2-methyl-phenoxy]-3-methoxy-prop-2-enoate